N-(5-((5-chloropyridin-2-yl)methoxy)-1,3,4-thiadiazol-2-yl)-5-methoxy-2,6-dimethyl-(4,4-bipyridine)-3-carboxamide ClC=1C=CC(=NC1)COC1=NN=C(S1)NC(=O)C=1C(=NC(=C(C1C1=CC=NC=C1)OC)C)C